OC1=CC=C(C=C1)C1=NN2C(NC(=C(C2=O)C=2C=C3C=CC=NC3=CC2)C)=C1C1=CC=CC=C1 2-(4-hydroxyphenyl)-5-methyl-3-phenyl-6-(quinolin-6-yl)pyrazolo[1,5-a]pyrimidin-7(4H)-one